CC=1C(=C2C=NNC2=CC1)C=1C=C2C3=C(N=CN=C3C1)N1[C@H](CO2)CN(CC1)C(=O)OC(C)(C)C tert-butyl (8aS)-5-(5-methyl-1H-indazol-4-yl)-8a,9,11,12-tetrahydropyrazino[2',1':3,4][1,4]oxazepino[5,6,7-de]quinazoline-10(8H)-carboxylate